C(C)N(CCC1=CNC2=NC=C(C=C21)C#N)C 3-(2-(ethyl(methyl)amino)ethyl)-1H-pyrrolo[2,3-b]pyridine-5-carbonitrile